isopropyl-1H-pyrazole-4-carboxylic acid C(C)(C)N1N=CC(=C1)C(=O)O